C(C1=CC=CC=C1)(=O)N1[C@H](CCCC1)COC=1C=C2CN(C(C2=CC1)=O)C1C(NC(CC1)=O)=O 3-(5-(((R)-1-benzoylpiperidin-2-yl)methoxy)-1-oxoisoindolin-2-yl)piperidine-2,6-dione